CCCCCCCCCCCCCC/C=C\OC[C@H](COP(=O)([O-])OCC[N+](C)(C)C)OC(=O)CCCCCCCCC/C=C\CCCCCCCC 1-(1Z-hexadecenyl)-2-(11Z-eicosenoyl)-glycero-3-phosphocholine